N1CC(C1)NC(O[C@@H]1CC[C@H](CC1)C(N(C[C@@H]1CC[C@H](CC1)C1=CC(=C(C=C1)OC)C)C1=CC(=CC=C1)C=1C=NN(C1)C1CC1)=O)=O trans-4-((3-(1-Cyclopropyl-1H-pyrazol-4-yl)phenyl)((trans-4-(4-methoxy-3-methylphenyl)cyclohexyl)methyl)carbamoyl)-cyclohexyl azetidin-3-ylcarbamate